C1(CC1)C([C@@H](C(=O)NC=1C=NC(=CC1)C=1C(=NN(C1CC)COCC[Si](C)(C)C)C)NC(=O)C=1N(N=CC1)CCOC)C1CC1 N-[(1S)-1-(dicyclopropylmethyl)-2-[[6-[5-ethyl-3-methyl-1-(2-trimethylsilylethoxymethyl)pyrazol-4-yl]-3-pyridyl]amino]-2-oxo-ethyl]-2-(2-methoxyethyl)pyrazole-3-carboxamide